O1C(CCCC1)O[C@@H](C)C=1N(C=CN1)CC1=NOC(=C1)C1=CC=C(C=C1)C#CC1=CC=C(C=C1)C(C)=O 1-(4-((4-(3-((2-((1S)-1-((tetrahydro-2H-pyran-2-yl)oxy)ethyl)-1H-imidazole-1-yl)methyl)isoxazol-5-yl)phenyl)ethynyl)phenyl)ethan-1-one